2-[9-(cyclopropylmethyl)-2,3-dihydro-1H-pyrrolo[2,3-f][1,4]benzoxazin-8-yl]-7-fluoro-1-methyl-benzimidazole-5-carboxylic acid C1(CC1)CN1C(=CC=2C=CC3=C(NCCO3)C21)C2=NC1=C(N2C)C(=CC(=C1)C(=O)O)F